1-(5-((4-isopropylpiperazin-1-yl)methyl)benzo[d]isoxazol-3-yl)dihydropyrimidine-2,4(1H,3H)-dione C(C)(C)N1CCN(CC1)CC=1C=CC2=C(C(=NO2)N2C(NC(CC2)=O)=O)C1